CS(=O)(=O)CC1CN(C1)C=1C=CC(=C2C=CN=CC12)C(C)C 8-[3-(methane-sulfonylmethyl)azetidin-1-yl]-5-(propan-2-yl)isoquinolin